CO[Si](CCCN(C)CCC[Si](C)(OC)OC)(C)OC 3-(dimethoxy(methyl)silyl)-N-(3-(dimethoxy(methyl)silyl)propyl)-N-methylpropan-1-amine